NC1=NNC(C2=C1N(C=C2C2CCCC2)C2=CC=C(CNC(C1=C(C=CC=C1)OC)=O)C=C2)=O N-(4-(7-amino-3-cyclopentyl-4-oxo-4,5-dihydro-1H-pyrrolo[2,3-d]pyridazin-1-yl)benzyl)-2-methoxybenzamide